4-[(2R)-3-(3,4-dihydro-1H-isoquinolin-2-yl)-2-hydroxy-propyl]-8-[[1-(2-hydroxypropyl)-4-piperidyl]oxy]-2,3-dihydro-1,4-benzoxazepine-5-one C1N(CCC2=CC=CC=C12)C[C@H](CN1CCOC2=C(C1=O)C=CC(=C2)OC2CCN(CC2)CC(C)O)O